BrCCCCOC1=CC=C(C=C1)[C@H](CN(C(C)=O)C)O (R)-N-(2-(4-(4-Bromobutoxy)phenyl)-2-hydroxyethyl)-N-methylacetamide